ClC1=C(C(=O)O)C=C(C=C1)C(=O)OC 2-Chloro-5-(methoxycarbonyl)benzoic acid